C(C(O)C)(=O)OCC(=O)OCC ethoxycarbonylmethyl lactate